NC[C@@H](CC1=CC=CC=C1)NC(OCC1=CC=CC=C1)=O benzyl (R)-(1-amino-3-phenylpropan-2-yl)carbamate